(S)-N-[4-(6-bromo-7,8-difluoro-1-oxo-2-isoquinolyl)-1-methyl-butylidene]-2-methyl-propane-2-sulfinamide BrC=1C=C2C=CN(C(C2=C(C1F)F)=O)CCCC(C)=N[S@@](=O)C(C)(C)C